ICCCCCCC=O 7-Iodoheptanal